BrC=1C=C2C(=C(COC2=CC1)C(C(F)(F)F)=O)O 6-bromo-4-hydroxy-3-(2,2,2-trifluoroethan-1-one-1-yl)-2H-chromene